ClC1=C(C(=O)OC[C@@H]2[C@H]([C@@H]([C@@H]([C@@H](OCC3=CC=CC=C3)O2)O)O)O)C(=C(C=C1)Cl)OC benzyl 6-O-(2,5-dichloro-6-methoxybenzoyl)-α-D-mannopyranoside